N-butyl-1-aza-2,2-dimethoxy-2-silacyclopentane C(CCC)N1[Si](CCC1)(OC)OC